8,13-dimethyl-7,14-dioxa-4,10,19,20-tetraazatetracyclo[13.5.2.12,6.018,21]tricosa-1(20),2,4,6(23),15(22),16,18(21)-heptaene CC1OC=2C=NC=C(C3=NNC=4C=CC(OC(CCNC1)C)=CC34)C2